3-Fluoro-4-methyl-piperidine-4-carboxylic acid ethyl ester hydrochloride Cl.C(C)OC(=O)C1(C(CNCC1)F)C